O=C1NC(CCC1N1C(N(C2=C1C=CC(=C2)C2CCN(CC2)CCOC2CN(C2)C(=O)OC(C)(C)C)C)=O)=O tert-butyl 3-(2-(4-(1-(2,6-dioxopiperidin-3-yl)-3-methyl-2-oxo-2,3-dihydro-1H-benzo[d]imidazol-5-yl)piperidin-1-yl)ethoxy)azetidine-1-carboxylate